4-(4-((3-(3-((tert-butoxycarbonyl)((2-chloro-[1,1'-biphenyl]-4-yl)methyl)amino)propanamido)propyl)amino)-1-(tetrahydro-2H-pyran-2-yl)-1H-indazol-6-yl)pyridine 1-oxide C(C)(C)(C)OC(=O)N(CCC(=O)NCCCNC1=C2C=NN(C2=CC(=C1)C1=CC=[N+](C=C1)[O-])C1OCCCC1)CC1=CC(=C(C=C1)C1=CC=CC=C1)Cl